3-(2,3-difluorophenyl)-4-(4-(4-(dimethoxymethyl)piperidin-1-yl)-3-fluorophenyl)chroman-7-ol FC1=C(C=CC=C1F)C1COC2=CC(=CC=C2C1C1=CC(=C(C=C1)N1CCC(CC1)C(OC)OC)F)O